C(CCCC(=O)OCC(CCCCCCCC)CCCCCC)(=O)OCCC1CCN(CC1)C(=O)OC(C)(C)C O1-[2-(1-tert-butoxycarbonyl-4-piperidyl)ethyl] O5-(2-hexyldecyl) pentanedioate